C1(=C(C(=C(C(=C1)[2H])[2H])[2H])[2H])[Si](C=1C(=C(C(=C(C1[2H])[2H])[2H])OB(O)O)[2H])(C1=C(C(=C(C(=C1[2H])[2H])[2H])[2H])[2H])C1=C(C(=C(C(=C1[2H])[2H])[2H])[2H])[2H] (3-((phenyl-2,3,4,5-d4)bis(phenyl-d5)silyl)phenyl-2,4,5,6-d4)boric acid